BrC1=C(C=C(C=C1C)[N+](=O)[O-])CBr 2-bromo-1-(bromomethyl)-3-methyl-5-nitrobenzene